2,6-bis(trichloromethyl)phenol ClC(C1=C(C(=CC=C1)C(Cl)(Cl)Cl)O)(Cl)Cl